Methyl 4-cyano-2-((4-(6-((4-cyano-2-fluorobenzyl)oxy)pyridin-2-yl)piperidin-1-yl)methyl)-1-(2-methoxyethyl)-1H-benzo[d]imidazole-6-carboxylate C(#N)C1=CC(=CC=2N(C(=NC21)CN2CCC(CC2)C2=NC(=CC=C2)OCC2=C(C=C(C=C2)C#N)F)CCOC)C(=O)OC